C(#N)C1=CC=C(OC2=CC=C(C=C2)S(=O)(=O)C2=CC=C(C=C2)OC2=CC=C(C=C2)C#N)C=C1 bis(4-(4-cyanophenoxy) phenyl) sulfone